[(2R,3R,4S,5R,6S)-3,4,5-triacetoxy-6-[4-(chlorocarbonyloxymethyl)-2-nitro-phenoxy]tetrahydropyran-2-yl]methyl acetate C(C)(=O)OC[C@H]1O[C@H]([C@@H]([C@H]([C@@H]1OC(C)=O)OC(C)=O)OC(C)=O)OC1=C(C=C(C=C1)COC(=O)Cl)[N+](=O)[O-]